(2S)-4-cyclopropyl-1-((5-methoxy-7-methyl-(1H-indazol-4-yl)methyl)piperidin-2-yl)benzoic acid C1(CC1)C1=CCC(C(=O)O)(C=C1)[C@H]1N(CCCC1)CC1=C2C=NNC2=C(C=C1OC)C